CC1=CC=C(CN2N=C3C(=C2)CNC3)C=C1 (4-methylbenzyl)-2,4,5,6-tetrahydropyrrolo[3,4-c]pyrazole